5-amino-6-methoxy-2,3-dihydrobenzo[d]isothiazole 1,1-dioxide NC=1C(=CC2=C(CNS2(=O)=O)C1)OC